CCC1(CO1)OC1(CC)CO1 3-epoxybutyl ether